FC1=C(C(=CC(=C1C)F)F)B(C1=C(C(=C(C=C1F)F)C)F)C1=C(C(=C(C=C1F)F)C)F tris(2,4,6-trifluoro-3-methylphenyl)boron